C(CCCCCCCCCCCC)C1CO1 tridecanyl ethylene oxide